NC1=C(C=C(C=C1)C1=CNC=2N=CN=C(C21)N)F 5-(4-amino-3-fluorophenyl)-7H-pyrrolo[2,3-d]pyrimidin-4-amine